Z-1-chloro-2-fluoroethene Cl\C=C/F